formyl-pyruvic acid C(=O)CC(C(=O)O)=O